The molecule is an organic cation obtained by protonation of the two amino groups of 3,3'-neotrehalosadiamine. It is an ammonium ion derivative and an organic cation. It is a conjugate acid of a 3,3'-neotrehalosadiamine. C([C@@H]1[C@H]([C@@H]([C@H]([C@H](O1)O[C@H]2[C@@H]([C@H]([C@@H]([C@H](O2)CO)O)[NH3+])O)O)[NH3+])O)O